4-Fluoro-1-((S)-2-hydroxypropyl)-N'-((1',5',6',7'-tetrahydro-2'H-spiro[cyclopropane-1,3'-dicyclopenta[b,e]pyridin]-8'-yl)carbamoyl)-1H-pyrazole-3-sulfonimidamide FC=1C(=NN(C1)C[C@H](C)O)S(=O)(N)=NC(NC1=C2C(=NC3=C1CCC3)C3(CC2)CC3)=O